3-acetyl-6-chloro-4-phenylquinolin-2(1H)-one C(C)(=O)C=1C(NC2=CC=C(C=C2C1C1=CC=CC=C1)Cl)=O